2-(2'-Cyclopropyl-7'-oxo-5'H-spiro[cyclopropane-1,4'-thieno[2,3-c]pyridin]-6'(7'H)-yl)-N-(pyrimidin-2-yl)acetamide C1(CC1)C1=CC2=C(C(N(CC23CC3)CC(=O)NC3=NC=CC=N3)=O)S1